(R)-N-(2-(6-((1-Ethylpiperidin-3-yl)amino)-4-methylpyridazin-3-yl)-5-(trifluoromethyl)phenyl)methanesulfonamide C(C)N1C[C@@H](CCC1)NC1=CC(=C(N=N1)C1=C(C=C(C=C1)C(F)(F)F)NS(=O)(=O)C)C